FC1=CC(=C2C=NN(C2=C1)CCO)C1=C(C=C2NC(C=3N(C2=C1C(F)(F)F)C(=NN3)C)(C)C)F 2-[6-Fluoro-4-[7-fluoro-1,4,4-trimethyl-9-(trifluoromethyl)-5H-[1,2,4]triazolo[4,3-a]quinoxalin-8-yl]-1H-indazol-1-yl]-ethanol